(1r,5s)-3,6-diazabicyclo[3.2.2]nonane-3,6-dicarboxylic acid 3-benzyl 6-(tert-butyl) ester C(C)(C)(C)OC(=O)N1[C@@H]2CN(C[C@H](C1)CC2)C(=O)OCC2=CC=CC=C2